NN(C(OC(C)(C)C)=O)C[C@H]1C(NCC1)=O tert-butyl N-amino-N-[[(3S)-2-oxopyrrolidin-3-yl]methyl]carbamate